CN1C(=NN=C1CN1CCCC1)[C@@]12CN(C[C@]2(C1)C(F)(F)F)C1=C2C=CC=NC2=C(C=C1)C#N 5-((1S,5R)-1-(4-methyl-5-(pyrrolidin-1-ylmethyl)-4H-1,2,4-triazol-3-yl)-5-(trifluoromethyl)-3-azabicyclo[3.1.0]hex-3-yl)quinoline-8-carbonitrile